(1r,4r)-N1-(4-(5-(cyclopropylmethyl)-1-methyl-1H-pyrazol-4-yl)pyrimidin-2-yl)-N4-((1-methyl-1H-pyrazol-4-yl)methyl)cyclohexane-1,4-diamine C1(CC1)CC1=C(C=NN1C)C1=NC(=NC=C1)NC1CCC(CC1)NCC=1C=NN(C1)C